tri(2,4,6-trimethylphenyl)phosphine CC1=C(C(=CC(=C1)C)C)P(C1=C(C=C(C=C1C)C)C)C1=C(C=C(C=C1C)C)C